4-((7S)-4-(3-acrylamidoazepan-1-yl)-2-(((2S,4R)-4-fluoro-1,2-dimethylpyrrolidin-2-yl)methoxy)-5,6,7,8-tetrahydroquinazolin-7-yl)-5-ethynyl-6-fluoronaphthalen-2-yl isobutyrate C(C(C)C)(=O)OC1=CC2=CC=C(C(=C2C(=C1)[C@H]1CCC=2C(=NC(=NC2C1)OC[C@]1(N(C[C@@H](C1)F)C)C)N1CC(CCCC1)NC(C=C)=O)C#C)F